FC1=CC=C(C=C1)C1=NOC(=N1)C 3-(4-fluorophenyl)-5-methyl-1,2,4-oxadiazole